1-(3,5-dichlorophenyl)-N-ethyl-7-methoxy-8-(1-methyl-1H-pyrazol-3-yl)-1,4-dihydrobenzopyrano[4,3-c]pyrazole-3-carboxamide ClC=1C=C(C=C(C1)Cl)N1N=C(C2=C1C1=C(OC2)C=C(C(=C1)C1=NN(C=C1)C)OC)C(=O)NCC